C(C=C)(=O)OCC1CCC(CC1)COC(C=C)=O Cyclohexane-1,4-dimethanol diacrylate